4-Fluoro-N-((3S,10R,13S)-17-(4-chloro-1H-imidazol-1-yl)-10,13-dimethyl-2,3,4,7,8,9,10,11,12,13,14,15-dodecahydro-1H-cyclopenta[a]phenanthren-3-yl)benzamide FC1=CC=C(C(=O)N[C@H]2CC[C@@]3(C4CC[C@@]5(C(=CCC5C4CC=C3C2)N2C=NC(=C2)Cl)C)C)C=C1